O(S(=O)(=O)C(F)(F)F)C1=NN2CCOC3=C(C2=C1)C=CC(=C3)Br 9-bromo-5,6-dihydrobenzo[f]pyrazolo[1,5-d][1,4]oxazepin-2-yl triflate